NC=1N=NC(=CC1N1CC(CCC1)C1=CC=C(C(=O)N2CCC(CC2)CN2CCC(CC2)N2C=CC3=C(C=CC=C23)N2CNCC=C2)C=C1)C1=C(C=CC=C1)O 1-(1-(1-((1-(4-(1-(3-Amino-6-(2-hydroxyphenyl)pyridazin-4-yl)piperidin-3-yl)benzoyl)piperidin-4-yl)methyl)piperidin-4-yl)-1H-indol-4-yl)dihydropyrimidine